C1=CC=CC=CC=C1.[Cr] chromium (cyclooctatetraene)